CN(C1(CCC2(CNC(N2CC(F)(F)F)=O)CC1)C1=CC=CC=C1)C trans-8-(dimethylamino)-8-phenyl-1-(2,2,2-trifluoroethyl)-1,3-diazaspiro[4.5]decan-2-one